C1=NC=CC2=CC=C(C=C12)C=1C=C(C=CC1)NC(C=C)=O N-[3-(isoquinolin-7-yl)phenyl]prop-2-enamide